C(#N)[C@H]1N([C@H]2C[C@H]2C1)C(CNC(=O)C1=CC=NC2=CC=C(C=C12)C1(CC1)OCC)=O N-(2-((1S,3S,5S)-3-Cyano-2-azabicyclo[3.1.0]hexan-2-yl)-2-oxoethyl)-6-(1-ethoxycyclopropyl)quinoline-4-carboxamide